FC1=C2[C@H](N(C(C2=CC=C1C1=NC=CC(=C1)CN1C[C@H](CC1)O)=O)[C@H]1CNCCC1)C (R)-3-((R)-4-fluoro-5-(4-(((S)-3-hydroxypyrrolidin-1-yl)methyl)pyridin-2-yl)-3-methyl-1-oxoisoindolin-2-yl)piperidine